Ethyl 3-(5-fluoropyridin-2-yl)-1-(3,3,3-trifluoro-2-hydroxy-2-methylpropyl)-1H-pyrazole-5-carboxylate FC=1C=CC(=NC1)C1=NN(C(=C1)C(=O)OCC)CC(C(F)(F)F)(C)O